2-({5-chloro-1H-imidazo[4,5-b]pyridin-2-yl}methyl)-5-(2-chloro-4-methoxyphenyl)imidazo[1,2-c]pyrimidine ClC1=CC=C2C(=N1)N=C(N2)CC=2N=C1N(C(=NC=C1)C1=C(C=C(C=C1)OC)Cl)C2